C1(=CC=C(C=C1)[B-](C1=CC=C(C=C1)C)(C1=CC=C(C=C1)C)C1=CC=C(C=C1)C)C.C1(=CC=CC=C1)[C+](C1=CC=CC=C1)C1=CC=CC=C1 triphenylcarbenium tetrakis(p-tolyl)borate